4-bromo-1-(2-methoxyethyl)triazole Tert-butyl-(R)-1-(3-cyano-2-methylphenyl)ethyl-carbamate C(C)(C)(C)N(C(O)=O)[C@H](C)C1=C(C(=CC=C1)C#N)C.BrC=1N=NN(C1)CCOC